CNCC=1C(=C(C=CC1)N1C=NC(=C1)C1=NC(=NC=C1C(F)(F)F)NC1CCN(CC1)S(=O)(=O)C)C(F)(F)F (1-(3-((methylamino)methyl)-2-(trifluoromethyl)phenyl)-1H-imidazol-4-yl)-N-(1-(methylsulfonyl)piperidin-4-yl)-5-(trifluoromethyl)pyrimidin-2-amine